N1(CCC1)CCOC1=C(C=C(C=C1)NC(CC1=CC=CC=C1)=O)C=1C(=NOC1C)C N-(4-(2-(azetidin-1-yl)ethoxy)-3-(3,5-dimethylisoxazol-4-yl)phenyl)-2-phenylacetamide